FC=1C=C(OCC=2C=CC(=C(C2)NC(=O)[C@@H]2NC(C[C@H]2C)=O)OC)C=CC1 rac-(trans)-N-(5-((3-fluorophenoxy)methyl)-2-methoxyphenyl)-3-methyl-5-oxopyrrolidine-2-carboxamide